BrC1=NC(=CC(=C1)C(CN(C(OC(C)(C)C)=O)C[C@@H]1NC(CC1)=O)O)Cl tertbutyl (2-(2-bromo-6-chloropyridin-4-yl)-2-hydroxyethyl)(((R)-5-oxopyrrolidin-2-yl)methyl)carbamate